7-[tert-butyl(dimethyl)silyl]oxyspiro[3.5]nonan-2-d [Si](C)(C)(C(C)(C)C)OC1CCC2(CC(C2)[2H])CC1